(oxetan-3-ylmethyl)-1H-imidazole-4-carboxylic acid, sodium salt [Na+].O1CC(C1)CN1C=NC(=C1)C(=O)[O-]